1,8-diisocyanooctane [N+](#[C-])CCCCCCCC[N+]#[C-]